OC(C(CO)(CO)C)C(CO)(CO)C 3-hydroxy-2,4-dimethyl-2,4-di(hydroxymethyl)-1,5-pentanediol